2-((S)-1-[1,4]dioxan-2-ylmethoxy)-1-methyl-9-(1-methyl-1H-pyrazol-4-yl)-6,7-dihydro-pyrido[2,1-a]isoquinolin-4-one O1[C@@H](COCC1)COC=1C(=C2N(CCC3=CC(=CC=C23)C=2C=NN(C2)C)C(C1)=O)C